(2-(3-aminopropyl)-4-fluorophenyl)-3-(2-bromo-6-methoxypyridin-3-yl)-6-(trifluoromethyl)-2,3-dihydropyrido[2,3-d]pyrimidin-4(1H)-one, hydrochloride Cl.NCCCC1=C(C=CC(=C1)F)N1CN(C(C2=C1N=CC(=C2)C(F)(F)F)=O)C=2C(=NC(=CC2)OC)Br